(S)-N-(1-(3,3-Difluoropiperidin-1-yl)-3-methylbutan-2-yl)-4-fluoro-N-methyl-3-(trifluoromethyl)benzamide FC1(CN(CCC1)C[C@H](C(C)C)N(C(C1=CC(=C(C=C1)F)C(F)(F)F)=O)C)F